5'-methyl[biphenyl] CC=1C=CC=C(C1)C1=CC=CC=C1